5-chloro-3-((2,3-dichlorophenylimino)-methyl)-2-hydroxyphenyl nicotinate C(C1=CN=CC=C1)(=O)OC1=C(C(=CC(=C1)Cl)C=NC1=C(C(=CC=C1)Cl)Cl)O